C(C1=CC=CC=C1)N1C(=NC=2CN([C@@H](CC21)C(=O)OCC2=CC=CC=C2)C(C)C)C2=NNC1=CC(=CC=C21)C2=C(C=C(C=C2)OCC2=CC=CC=C2)CC benzyl (S)-1-benzyl-2-(6-(4-(benzyloxy)-2-ethylphenyl)-1H-indazol-3-yl)-5-isopropyl-4,5,6,7-tetrahydro-1H-imidazo[4,5-c]pyridine-6-carboxylate